4,7-di-tert-butylphenyl-2-trimethylsilyl-1H-benzotriazole C(C)(C)(C)C1=CC=C(C=C1)N1N(NC2=C1C(=CC=C2)C(C)(C)C)[Si](C)(C)C